(2-amino-6-(4-chloro-1H-pyrrolo[2,3-b]pyridin-5-yl)imidazo[1,2-a]pyridin-3-yl)((1S,2S)-2-fluorocyclopropyl)methanone NC=1N=C2N(C=C(C=C2)C=2C(=C3C(=NC2)NC=C3)Cl)C1C(=O)[C@H]1[C@H](C1)F